N,9-diphenyl-N-[4-(9,10-diphenyl-2-anthryl)phenyl]-9H-carbazole-3-Amin C1(=CC=CC=C1)N(C=1C=CC=2N(C3=CC=CC=C3C2C1)C1=CC=CC=C1)C1=CC=C(C=C1)C1=CC2=C(C3=CC=CC=C3C(=C2C=C1)C1=CC=CC=C1)C1=CC=CC=C1